3-(benzo[d][1,3]dioxol-5-ylamino)-4-((pyridin-2-ylmethyl)amino)cyclobut-3-ene-1,2-dione O1COC2=C1C=CC(=C2)NC=2C(C(C2NCC2=NC=CC=C2)=O)=O